N1=CC(=CC=C1)C=1C2=CC=CC=C2N=C2C(=CC(=CC12)CC)CC 9-(3-pyridyl)-2,4-diethyl-acridine